5-amino-3-(4-bromo-3-fluoro-phenyl)-1H-pyrazole NC1=CC(=NN1)C1=CC(=C(C=C1)Br)F